2-[[2-[(5-nitro-6-aminopyridin-2-yl)amino]ethyl]amino]-4-(2,4-dichlorophenyl)-5-(1H-imidazol-1-yl)pyrimidine [N+](=O)([O-])C=1C=CC(=NC1N)NCCNC1=NC=C(C(=N1)C1=C(C=C(C=C1)Cl)Cl)N1C=NC=C1